FC(OC1=CC(=NN1)NC1=CN=C2C(=N1)N(N=C2)[C@@H]([C@H](C)O)CC)F (2S,3R)-3-(6-((5-(difluoromethoxy)-1H-pyrazol-3-yl)amino)-1H-pyrazolo[3,4-b]pyrazin-1-yl)pentan-2-ol